oxygen (phenoxide) [O-]C1=CC=CC=C1.[O+2].[O-]C1=CC=CC=C1